C(CCCCCCC\C=C/C\C=C/CCCCC)(=O)OCC(COC(CCC(OCCCC\C=C/CC)OCCCC\C=C/CC)=O)COC(CCN1CCN(CC1)CCOC)=O 3-((4,4-bis(((Z)-oct-5-en-1-yl)oxy)butanoyl)oxy)-2-(((3-(4-(2-methoxyethyl)piperazin-1-yl)propanoyl)oxy)methyl)propyl (9Z,12Z)-octadeca-9,12-dienoate